The molecule is a phosphatidylcholine 38:1 in which the acyl groups specified at positions 1 and 2 are tetradecanoyl and (15Z)-tetracosenoyl respectively. It is a phosphatidylcholine 38:1 and a tetradecanoate ester. It derives from a (15Z)-tetracosenoic acid. CCCCCCCCCCCCCC(=O)OC[C@H](COP(=O)([O-])OCC[N+](C)(C)C)OC(=O)CCCCCCCCCCCCC/C=C\\CCCCCCCC